Fmoc-O-methyl-L-homoserine C(=O)(OCC1C2=CC=CC=C2C2=CC=CC=C12)N[C@@H](CCOC)C(=O)O